C(C)NC(=O)N[C@@H]1CCCC=2C(=CN=CC12)C=1C=C2CCC(N(C2=CC1)C)=O (R)-1-ethyl-3-(4-(1-methyl-2-oxo-1,2,3,4-tetrahydroquinolin-6-yl)-5,6,7,8-tetrahydroisoquinolin-8-yl)urea